CC1=NOC(=C1C=1C=C(C(=NC1)NC1CCC(CC1)OC)[N+](=O)[O-])C 5-(3,5-dimethylisoxazol-4-yl)-N-((1r,4r)-4-methoxycyclohexyl)-3-nitropyridin-2-amine